ClC=1N=NC2=CC=CC=C2C1 chloroaza-quinoline